C[O-] methanolat